3,5-dimethyl-2-(methoxymethoxy)-1,1'-biphenyl CC=1C(=C(C=C(C1)C)C1=CC=CC=C1)OCOC